1-((e)-1-(3-chloro-5-fluoro-2-((2-methyl-4-(1-methyl-1H-1,2,4-triazol-5-yl)quinolin-8-yloxy)methyl)phenyl)ethyl)-3-hydroxypiperidin-2-one ClC=1C(=C(C=C(C1)F)C(C)N1C(C(CCC1)O)=O)COC=1C=CC=C2C(=CC(=NC12)C)C1=NC=NN1C